C(C)(C)(C)OC(=O)N1C(C=2C(CC1)=C(N(N2)C)OS(=O)(=O)C(F)(F)F)C 2,7-dimethyl-3-(trifluoromethanesulfonyloxy)-5,7-dihydro-4H-pyrazolo[3,4-c]pyridine-6-carboxylic acid tert-butyl ester